Br.Br.ClC=1C=C(C=C2CC[C@@H](CC12)N[C@H](C(=O)NC=1N=CN(C1)C(CNCC(C)(C)C)(C)C)CCC)F (S)-2-(((S)-8-chloro-6-fluoro-1,2,3,4-tetrahydronaphthalen-2-yl)amino)-N-(1-(2-methyl-1-(neopentylamino)propan-2-yl)-1H-imidazol-4-yl)pentanamide dihydrobromide